COC1CCC(CC1)=O 4-methoxycyclohexan-1-one